3-(5-(3-(2,2-Diethoxyethoxy)propyl)-3-methyl-2-oxo-2,3-dihydro-1H-benzo[d]imidazol-1-yl)piperidine-2,6-dione C(C)OC(COCCCC1=CC2=C(N(C(N2C)=O)C2C(NC(CC2)=O)=O)C=C1)OCC